tert-butyl ((4-([1,1'-biphenyl]-2-yl)-2-formylquinolin-6-yl)methyl)(tetrahydro-2H-pyran-4-yl)carbamate C1(=C(C=CC=C1)C1=CC(=NC2=CC=C(C=C12)CN(C(OC(C)(C)C)=O)C1CCOCC1)C=O)C1=CC=CC=C1